Tetrakis(4-formylphenyl)ethene C(=O)C1=CC=C(C=C1)C(=C(C1=CC=C(C=C1)C=O)C1=CC=C(C=C1)C=O)C1=CC=C(C=C1)C=O